Methyl (R,E)-4-((2-(3-(4-((bis(benzyloxy)phosphoryl)oxy)-2-hydroxy-3,3-dimethylbutanamido)propanamido) ethyl)thio)-4-oxobut-2-enoate C(C1=CC=CC=C1)OP(=O)(OCC1=CC=CC=C1)OCC([C@H](C(=O)NCCC(=O)NCCSC(/C=C/C(=O)OC)=O)O)(C)C